C(C)OC(=O)C1=CN(C2=NC(=C(C(=C2C1=O)C)F)Cl)C=1SC(=CN1)F 7-chloro-6-fluoro-1-(5-fluoro-1,3-thiazol-2-yl)-5-methyl-4-oxo-1,4-dihydro-1,8-naphthyridine-3-carboxylic acid ethyl ester